C(C1=CC=CC=C1)OC1=NC(=CC=C1N1C(N(C2=C1C=CC(=C2)N2CC1(C2)CCN(CC1)CC(=O)O)C)=O)OCC1=CC=CC=C1 2-[2-[1-(2,6-dibenzyloxy-3-pyridyl)-3-methyl-2-oxo-benzimidazol-5-yl]-2,7-diazaspiro[3.5]nonan-7-yl]acetic acid